2-(6-{6-[(4-cyano-2-fluorobenzyl) oxy]-3,5-difluoropyridin-2-yl}-6-azaspiro[2.5]oct-1-yl)-1-[(2S)-oxetan-2-ylmethyl]-1H-benzimidazole-6-carboxylate C(#N)C1=CC(=C(COC2=C(C=C(C(=N2)N2CCC3(CC3C3=NC4=C(N3C[C@H]3OCC3)C=C(C=C4)C(=O)[O-])CC2)F)F)C=C1)F